tert-butyl 6-methyl-4-(((trifluoromethyl) sulfonyl) oxy)-3,6-dihydropyridine-1(2H)-carboxylate CC1C=C(CCN1C(=O)OC(C)(C)C)OS(=O)(=O)C(F)(F)F